5-(8-fluoro-3-methylimidazo[1,2-a]pyridin-6-yl)-N-(cis-3-methoxycyclobutyl)-7H-pyrrolo[2,3-d]pyrimidin-2-amine FC=1C=2N(C=C(C1)C1=CNC=3N=C(N=CC31)N[C@@H]3C[C@@H](C3)OC)C(=CN2)C